2-[6-amino-5-[8-[2-[3-[3-(difluoromethyl)azetidin-1-yl]prop-1-ynyl]-4-pyridyl]-3,8-diazabicyclo[3.2.1]octan-3-yl]pyridazin-3-yl]phenol NC1=C(C=C(N=N1)C1=C(C=CC=C1)O)N1CC2CCC(C1)N2C2=CC(=NC=C2)C#CCN2CC(C2)C(F)F